4-[7-(3-chlorophenyl)-1H,2H,3H-pyrido[3,4-b][1,4]oxazin-1-yl]-2-nitropyridine ClC=1C=C(C=CC1)C1=CC2=C(OCCN2C2=CC(=NC=C2)[N+](=O)[O-])C=N1